tert-butyl 6-[2-[5-(trifluoromethyl)-1,2-oxazol-3-yl] vinyl]-2-azaspiro[3.3]heptane-2-carboxylate FC(C1=CC(=NO1)C=CC1CC2(CN(C2)C(=O)OC(C)(C)C)C1)(F)F